4-methyl-5,7-dioxo-4,6-diazepine CN1C=CCC(NC1=O)=O